(Z)-1-acetyl-2-((6-((E)-3-morpholino-3-oxoprop-1-en-1-yl)quinolin-2-yl)methylene)indolin-3-one C(C)(=O)N1\C(\C(C2=CC=CC=C12)=O)=C/C1=NC2=CC=C(C=C2C=C1)\C=C\C(=O)N1CCOCC1